ammoniomethylphosphonic acid ammonium [NH4+].[NH3+]CP(O)(O)=O